NC1=NC2=C(C=3N1N=C(N3)C=3OC=CC3)C=NN2C(C(=O)NC2=NC=CC=C2)(C)C2=CC=CC=C2 2-(5-amino-2-(furan-2-yl)-7H-pyrazolo[4,3-e][1,2,4]triazolo[1,5-c]pyrimidin-7-yl)-2-phenyl-N-(pyridin-2-yl)propanamide